C1(=CC=CC=C1)C1=CC(=NC=C1C1=C(C=CC=C1)OC)C(F)(F)F 4-phenyl-5-(2-methoxyphenyl)-2-(trifluoromethyl)pyridine